5-(3-(trans-4-(4-(4-amino-3-(4-phenoxyphenyl)-1H-pyrazolo[3,4-d]pyrimidin-1-yl)cyclohexyl)piperazine-1-yl)azetidin-1-yl)-2-(2,6-dioxopiperidin-3-yl)-6-fluoroisoindoline-1,3-dione NC1=C2C(=NC=N1)N(N=C2C2=CC=C(C=C2)OC2=CC=CC=C2)[C@@H]2CC[C@H](CC2)N2CCN(CC2)C2CN(C2)C=2C=C1C(N(C(C1=CC2F)=O)C2C(NC(CC2)=O)=O)=O